C1(=CC=CC=C1)CSC1=CC(=C(C=C1)O)F 4-(phenylmethylthio)-2-fluorophenol